BrC(=C(C(F)(F)F)F)F 1-bromopentafluoropropene